CC(CC(=O)OC)(C(C)(C)C)C methyl 3,3,4,4-tetramethylvalerate